tert-butyl ((1-(2-hydroxyethyl)cyclopropyl)methyl)carbamate OCCC1(CC1)CNC(OC(C)(C)C)=O